COC(=O)[C@@H]1CC[C@H](CC1)C(=O)O trans-1,4-cyclohexanedicarboxylic acid monomethyl ester